N1(C2C(CC1)NCC2)C(=O)O.Cl.N2(C1C(CC2)NCC1)C1CCC(CC1)(O)C1=NC=C(C=C1)C1=NC=CC=N1 4-(hexahydropyrrolo[3,2-b]pyrrol-1(2H)-yl)-1-(5-(pyrimidin-2-yl)pyridin-2-yl)cyclohexan-1-ol hydrochloride octahydropyrrolo[3,2-b]pyrrole-1-carboxylate